2-(2,3-difluorophenyl)-N-[4-(4-fluoro-1H-pyrazol-1-yl)-3-sulfamoylphenyl]acetamide FC1=C(C=CC=C1F)CC(=O)NC1=CC(=C(C=C1)N1N=CC(=C1)F)S(N)(=O)=O